3-(2,7-di-tert-butyl-9H-carbazol-9-yl)-3'-methyl-5'-fluoro-5-(2,4,4-trimethyl-pentan-2-yl)biphenyl-2-ol C(C)(C)(C)C1=CC=2N(C3=CC(=CC=C3C2C=C1)C(C)(C)C)C1=C(C(=CC(=C1)C(C)(CC(C)(C)C)C)C1=CC(=CC(=C1)F)C)O